C1(CC1)[C@H](C)NC(=O)C=1NC(=NN1)C=1C=C(C=CC1)C=1OC(=CN1)C(=O)O (S)-2-(3-(5-((1-cyclopropylethyl)carbamoyl)-4H-1,2,4-triazol-3-yl)phenyl)oxazole-5-carboxylic acid